FC1=C(C(=C2C=CNC2=C1F)S(=O)(=O)C)OC=1C=CC(=C(C1)N1N=C(C=C1)[C@]1(CCOC2=C(C=CC=C12)CCC(=O)O)C)F (S)-3-(4-(1-(5-((6,7-difluoro-4-(methylsulfonyl)-1H-indol-5-yl)oxy)-2-fluorophenyl)-1H-pyrazol-3-yl)-4-methylchroman-8-yl)propanoic acid